N-(4-chlorophenyl)-1-[1-(pyridin-2-yl)-2,3-dihydro-1H-pyrrolo[3,2-b]pyridin-5-yl]cyclobutane-1-carboxamide ClC1=CC=C(C=C1)NC(=O)C1(CCC1)C1=CC=C2C(=N1)CCN2C2=NC=CC=C2